N-[(3S)-9-fluoro-2-oxo-5-phenyl-1,3-dihydro-1,4-benzodiazepine-3-yl]-6,7-dihydro-5H-pyrazolo[5,1-b][1,3]Oxazine-3-carboxamide FC1=CC=CC=2C(=N[C@@H](C(NC21)=O)NC(=O)C=2C=NN1C2OCCC1)C1=CC=CC=C1